N-(3-chlorobenzyl)-2-bromoacetamide ClC=1C=C(CNC(CBr)=O)C=CC1